C(C)(=O)C1=C(NC2=C(C=CC=C2C1=O)Cl)C1=CC=CC=C1 3-acetyl-8-chloro-2-phenylquinolin-4(1H)-one